4-hydroxybenzoic acid OC1=CC=C(C(=O)O)C=C1